(S)-2-(tert-butoxy)-2-(4-(4-chlorophenyl)-2,3,6-trimethyl-1-((1-methyl-1H-pyrazole-4-yl)methyl)-1H-pyrrolo[2,3-b]pyridin-5-yl)-N-methylacetamide C(C)(C)(C)O[C@H](C(=O)NC)C=1C(=C2C(=NC1C)N(C(=C2C)C)CC=2C=NN(C2)C)C2=CC=C(C=C2)Cl